(R)-2-((1-(2-(2-methyl-2H-indazol-5-yl)-4-oxo-6-(trifluoromethyl)-4H-chromen-8-yl)ethyl)amino)benzoic acid CN1N=C2C=CC(=CC2=C1)C=1OC2=C(C=C(C=C2C(C1)=O)C(F)(F)F)[C@@H](C)NC1=C(C(=O)O)C=CC=C1